(2S,3R,5R)-3-((((E)-2-(3,4-dihydroxybenzylidene)hydrazinecarbonyl)oxy)methyl)-3-methyl-7-oxo-4-thia-1-azabicyclo[3.2.0]heptane-2-carboxylic acid 4,4-dioxide OC=1C=C(\C=N\NC(=O)OC[C@]2([C@@H](N3C(C[C@H]3S2(=O)=O)=O)C(=O)O)C)C=CC1O